4-isopropylquinoline-3-carboxylate C(C)(C)C1=C(C=NC2=CC=CC=C12)C(=O)[O-]